C(CC)O[O] Propoxyoxygen